1,3-Dihydroxy-5-(methyl-amino)benzol OC1=CC(=CC(=C1)NC)O